B(Cl)(Cl)Cl.NC=1C2=C(N=CN1)N(C=C2C=2C(=C1CCN(C1=CC2)C(CC2=C(C=CC(=C2)C(F)(F)F)F)=O)F)C2CC(C2)O 1-(5-(4-amino-7-(3-hydroxycyclobutyl)-7H-pyrrolo[2,3-d]pyrimidin-5-yl)-4-fluoroindolin-1-yl)-2-(2-fluoro-5-(trifluoromethyl)phenyl)ethan-1-one Boron trichloride